ClC=1C(=C(C=C(C1)Cl)S(=O)(=O)NC1=C(C(=C(C=C1)F)C#CC=1C=C2C(=NC1)NN=C2)F)OC 3,5-dichloro-N-(2,4-difluoro-3-(1H-pyrazolo[3,4-b]pyridin-5-ylethynyl)phenyl)-2-methoxybenzenesulfonamide